1-(3-(6-((3-(4-fluorophenyl)-5-methylisoxazol-4-yl)methoxy)pyridin-3-yl)-5,6-dihydro-[1,2,4]triazolo[4,3-a]pyrazin-7(8H)-yl)ethan-1-one FC1=CC=C(C=C1)C1=NOC(=C1COC1=CC=C(C=N1)C1=NN=C2N1CCN(C2)C(C)=O)C